C(C)OC(COCCOCCOCC/C=C/C(=O)OC(C)(C)C)=O tert-butyl (E)-5-(2-(2-(2-ethoxy-2-oxoethoxy)ethoxy)ethoxy)pent-2-enoate